FC(C(=O)O)(F)F.O1C(NC2=C1C=CC=C2)=O 3H-benzooxazol-2-one trifluoroacetate salt